FC1=C(C(F)(F)F)C=CC=C1N 2-fluoro-3-aminotrifluorotoluene